3-bromo-2-[4-tert-butyl-2-(3-hydroxypropyl)phenyl]-1H-1,6-naphthyridin-4-one BrC1=C(NC2=CC=NC=C2C1=O)C1=C(C=C(C=C1)C(C)(C)C)CCCO